(R)-N-((S)-3-(3,4-dihydroisoquinolin-2(1H)-yl)-2-hydroxypropyl)-3-(3-methyl-2-oxopyrazin-1(2H)-yl)piperidine-1-carboxamide C1N(CCC2=CC=CC=C12)C[C@H](CNC(=O)N1C[C@@H](CCC1)N1C(C(=NC=C1)C)=O)O